NC1=C(C(N(C2=CC(=CC=C12)C(F)(F)F)C1=C(C=CC=C1)Cl)=C=O)C(=O)OC methyl 4-amino-1-(2-chlorophenyl)-2-carbonyl-7-(trifluoromethyl)-1,2-dihydroquinoline-3-carboxylate